COC(C1=C(C=CC=C1OC)N=[N+]=[N-])=O 2-azido-6-methoxy-benzoic acid methyl ester